2-methyl-4-oxobutanoic acid ethyl ester C(C)OC(C(CC=O)C)=O